C(C)OC(=O)C=1C(C=C2N([C@@H](CC=3C=C(C(=NC23)CO)O)C(C)(C)C)C1)=O (S)-6-(tert-butyl)-3-hydroxy-2-(hydroxymethyl)-10-oxo-5,10-dihydro-6H-pyrido[1,2-H][1,7]Naphthyridine-9-carboxylic acid ethyl ester